2-(2-amino-4-methyl-7H-pyrrolo[2,3-d]pyrimidin-7-yl)hexahydro-3aH-cyclopenta[b]furan-3,3a-diol NC=1N=C(C2=C(N1)N(C=C2)C2C(C1(C(O2)CCC1)O)O)C